3-chloro-5-trifluoromethyl-2-pyridinemethanol ClC=1C(=NC=C(C1)C(F)(F)F)CO